5,5'-thiobis(3-(tert-butyl)-N-(4-(tert-butyl)phenyl)aniline) S(C=1C=C(C=C(NC2=CC=C(C=C2)C(C)(C)C)C1)C(C)(C)C)C=1C=C(C=C(NC2=CC=C(C=C2)C(C)(C)C)C1)C(C)(C)C